C(C)(=O)O.NC1=NC=C(C(=N1)N)CN1CCC2=C(C=CC=C12)C1=C(C(=O)O)C=CC=C1 2-(1-((2,4-diaminopyrimidin-5-yl)methyl)indolin-4-yl)benzoic acid compound with acetic acid